CC1([C@@]2(C(CC1CC2)=O)CS(=O)(=O)O[C@@H]2[C@H](N(C2)C(C2=CC=CC=C2)C2=CC=CC=C2)C)C (2R,3S)-1-benzhydryl-2-methylazetidin-3-ol ((1S)-7,7-dimethyl-2-oxobicyclo[2.2.1]heptan-1-yl)methanesulfonate